FC1(CC(C1)[C@@H](CC(=O)N[C@@H](C)C1=CC(=CC=C1)OC(F)(F)F)O)F (R)-3-(3,3-difluorocyclobutyl)-3-hydroxy-N-((S)-1-(3-(trifluoromethoxy)phenyl)ethyl)propanamide